CCCCCCCCCCCCCC(=O)OC/C=C(\\C)/C=C/C=C(/C)\\C=C\\C1=C(CCCC1(C)C)C The molecule is a retinyl ester obtained by formal condensation of the carboxy group of tetradecanoic acid with the hydroxy group of 9-cis-retinol. It is a tetradecanoate ester and a retinyl ester. It derives from a 9-cis-retinol.